NCC#CC1=C(C(=O)OC)C=CC(=C1)N1CCN(CC1)C(CCNC(C1=C(C=C(C=C1)NC=1N=CC2=C(C3=C(C(=NC2)C2=C(C=CC=C2OC)F)C=C(C=C3)Cl)N1)OC)=O)=O methyl 2-(3-aminoprop-1-yn-1-yl)-4-(4-(3-(4-((9-chloro-7-(2-fluoro-6-methoxyphenyl)-5H-benzo[c]pyrimido[4,5-e]azepin-2-yl)amino)-2-methoxybenzamido)propanoyl)piperazin-1-yl)benzoate